C(C1=CC=CC=C1)OC(CCCC1CN(C1)C1=CC2=C(N(C(N2C)=O)C(C(=O)OCCCC)CCC(=O)OCCCC)C=C1)=O 1,5-Dibutyl 2-(5-[3-[4-(benzyloxy)-4-oxobutyl]azetidin-1-yl]-3-methyl-2-oxo-1,3-benzodiazol-1-yl)pentanedioate